CN(C1(CCC2(CN(C(N2)=O)C2=NC=CN=C2)CC1)C1=CC=CC=C1)C cis-8-dimethylamino-8-phenyl-3-pyrazin-2-yl-1,3-diazaspiro[4.5]decan-2-one